CN1CCC(=CC1)C=1C=C2C(=NC1)NC=C2C=2C=C1N(CCNC1=O)C2 7-(5-(1-methyl-1,2,3,6-tetrahydropyridin-4-yl)-1H-pyrrolo[2,3-b]pyridin-3-yl)-3,4-dihydropyrrolo[1,2-a]pyrazin-1(2H)-one